2H-benzo[g]pyrido[2,1-b]quinazoline-4-carboxamide hydrochloride Cl.C1CCC(=C2N=C3C=C4C(=CC3=CN21)C=CC=C4)C(=O)N